FC=1C(=C2C=CN(C2=CC1)[Si](C(C)C)(C(C)C)C(C)C)C1=CCC(CC1)N(C(OC(C)(C)C)=O)C tert-butyl N-[4-(5-fluoro-1-triisopropylsilyl-indol-4-yl)cyclohex-3-en-1-yl]-N-methylcarbamate